CC1=CC=C(C=C1)COCCCC 1-methyl-4-(butoxymethyl)benzene